(RS)-5-(5-(((2R,3R,4S,5R,6R)-5-hydroxy-6-(hydroxymethyl)-3-methoxy-4-(4-(3,4,5-trifluorophenyl)-1H-1,2,3-triazol-1-yl)tetrahydro-2H-pyran-2-yl)methyl)isoxazol-3-yl)piperidin-2-one O[C@@H]1[C@@H]([C@H]([C@H](O[C@@H]1CO)CC1=CC(=NO1)[C@@H]1CCC(NC1)=O)OC)N1N=NC(=C1)C1=CC(=C(C(=C1)F)F)F |&1:15|